4-{5-[4-(dimethylamino)piperidin-1-yl]-8-[3-fluoro-4-(hydroxymethyl)-5-methylphenyl]imidazo[1,2-c]pyrimidin-7-yl}benzonitrile CN(C1CCN(CC1)C1=NC(=C(C=2N1C=CN2)C2=CC(=C(C(=C2)C)CO)F)C2=CC=C(C#N)C=C2)C